OC(C(=O)N[C@@H]1CN(C[C@H](C1)O)C1=NC(=NC=C1)C1=CN=C2N1C=C(C=C2)C(F)(F)F)C 2-hydroxy-N-((3S,5S)-5-hydroxy-1-(2-(6-(trifluoromethyl)imidazo[1,2-a]pyridin-3-yl)pyrimidin-4-yl)piperidin-3-yl)propanamide